(S)-1-((1-(dimethylamino)cyclohexyl)methyl)-3-(1,2,3,4-tetrahydronaphthalen-2-yl)urea CN(C1(CCCCC1)CNC(=O)N[C@@H]1CC2=CC=CC=C2CC1)C